hexakis(methoxymethyl)melamine COCN(C1=NC(=NC(=N1)N(COC)COC)N(COC)COC)COC